O1C=NC=C1CN1C=NC2=C(C1=O)C=1C(S2)=C2C(=CC1)OC(N2)=O 7-(oxazol-5-ylmethyl)oxazolo[4'',5'':3',4']benzo[1',2':4,5]thieno[2,3-d]pyrimidine-2,6(1H,7H)-dione